N-(1-(6-(1H-benzo[d]imidazol-2-yl)pyridinoyl)piperidin-4-yl)-3-nitrobenzamide N1C(=NC2=C1C=CC=C2)C2=CC=CC(=N2)C(=O)N2CCC(CC2)NC(C2=CC(=CC=C2)[N+](=O)[O-])=O